1-(4-((2-aminoethyl)amino)-6-methylpyrimidin-2-yl)-3-(4-isopropoxyphenyl)urea NCCNC1=NC(=NC(=C1)C)NC(=O)NC1=CC=C(C=C1)OC(C)C